N,N-diethyl-m-toluidine C(C)N(C1=CC(=CC=C1)C)CC